5-(2,2-difluoro-1,3-benzodioxol-5-yl)-2-((difluoromethoxy)methyl)piperidine Ethyl-(R)-2-(6-(5-chloro-2-fluorophenyl)-3-thioxo-2,5,6,7-tetrahydro-3H-pyrrolo[1,2-c]imidazol-1-yl)acetate C(C)OC(CC1=C2N(C(N1)=S)C[C@H](C2)C2=C(C=CC(=C2)Cl)F)=O.FC2(OC1=C(O2)C=CC(=C1)C1CCC(NC1)COC(F)F)F